BrC=1C2=C(C=C3C=NNC13)CCCC2 9-bromo-5,6,7,8-tetrahydro-1H-benzo[f]indazole